CN1CC=2C=C(C=NC2CC1)N 6-methyl-5,6,7,8-tetrahydro-1,6-Naphthyridin-3-amine